2-({[3-{furan-3-yl}phenyl]carbonyl}amino)-5-methyl-4-phenylthiophene-3-carboxylic acid O1C=C(C=C1)C=1C=C(C=CC1)C(=O)NC=1SC(=C(C1C(=O)O)C1=CC=CC=C1)C